tert-butyl 4-(7-fluoro-3-methyl-4-oxo-3,4-dihydrophthalazine-1-carbonyl)piperazine-1-carboxylate FC1=CC=C2C(N(N=C(C2=C1)C(=O)N1CCN(CC1)C(=O)OC(C)(C)C)C)=O